3-(4-fluorophenyl)-1-propargyl-2,4-dioxo-1,2,3,4-tetrahydropyrimidin-5-carboxylic acid FC1=CC=C(C=C1)N1C(N(C=C(C1=O)C(=O)O)CC#C)=O